(2S)-N-{(1S)-1-cyano-2-[4-(4-methyl-3-oxo-3,4-dihydro-2H-1,4-benzothiazin-6-yl)phenyl]ethyl}-1,4-oxaazepane-2-carboxamide C(#N)[C@H](CC1=CC=C(C=C1)C=1C=CC2=C(N(C(CS2)=O)C)C1)NC(=O)[C@H]1OCCCNC1